ClC1=CC=C(C=C1)C=C (p-chlorophenyl)-ethylene